methyl 4-amino-1-(4-(cyclopropyl(hydroxy)methyl)phenyl)-2-oxo-7-(trifluoromethyl)-1,2-dihydroquinoline-3-carboxylate NC1=C(C(N(C2=CC(=CC=C12)C(F)(F)F)C1=CC=C(C=C1)C(O)C1CC1)=O)C(=O)OC